rac-5-chloro-2-((1R,2S)-2-(1,3-dioxoisoindolin-2-yl)cyclohexyl)furo[3,2-b]pyridine 4-oxide ClC1=CC=C2C(=[N+]1[O-])C=C(O2)[C@H]2[C@H](CCCC2)N2C(C1=CC=CC=C1C2=O)=O |r|